[Pt+2].C(C)(C)[Si](C(C(=O)CCC)C(C)=O)(OC)OC.C(C)(C)[Si](C(C(=O)CCC)C(C)=O)(OC)OC bis[2-(isopropyldimethoxysilyl)1-propyl-1,3-butanedione] platinum (II)